N-(4-bromo-2-fluoro-6-(((1R,2R)-2-hydroxy-2-methylcyclopentyl)amino)phenyl)acetamide BrC1=CC(=C(C(=C1)N[C@H]1[C@](CCC1)(C)O)NC(C)=O)F